(hydroxymethyl)tetrahydrofuran-3,4-diol OCC1OCC(C1O)O